(4-(7-(4-Fluorobutoxy)-1,3,4,5-tetrahydro-2H-benzo[c]azepin-2-yl)-2,6-dimethylphenyl)-3,3-dimethylbutanamide FCCCCOC1=CC2=C(CN(CCC2)C2=CC(=C(C(=C2)C)C(C(=O)N)C(C)(C)C)C)C=C1